BrC=1C=C(C=2N(C1)C(=CN2)C(=O)NC)F 6-Bromo-8-fluoro-N-methylimidazo[1,2-a]pyridine-3-carboxamide